ClC1=CC=C(S1)C1=C(C(=NN1C)NC(=O)C12CC(C1)(C2)C(F)(F)F)C2CCC2 N-(5-(5-chlorothiophen-2-yl)-4-cyclobutyl-1-methyl-1H-pyrazol-3-yl)-3-(trifluoromethyl)bicyclo[1.1.1]pentane-1-carboxamide